CC(CO)CC(C)(C)C 2,4,4-trimethyl-1-pentanol